C(C)O[Si](CCCCCCCCNC1=NC(=NC(=N1)N)N)(OCC)OCC N-(8-triethoxysilyl-octyl)-[1,3,5]triazine-2,4,6-triamine